BrC1=CC(=CC(=N1)N(CC1=CC=C(C=C1)OC)CC1=CC=C(C=C1)OC)OC 6-bromo-4-methoxy-N,N-bis(4-methoxybenzyl)pyridin-2-amine